O=C1NC(CCC1N1C(C2=CC=CC(=C2C1)C#CCCNC(C1=NC(=C(C=C1)B1OC(C(O1)(C)C)(C)C)OC)=O)=O)=O N-(4-(2-(2,6-Dioxopiperidin-3-yl)-1-oxoisoindolin-4-yl)but-3-yn-1-yl)-6-methoxy-5-(4,4,5,5-tetramethyl-1,3,2-dioxaborolan-2-yl)picolinamide